FC1=CC=C(C=C1)S(=O)(=O)C1C(NC(S1)=O)=O 5-(4-fluorophenyl-sulfonyl)thiazolidine-2,4-dione